C(=O)(OC(C)(C)C)N[C@H](C(=O)O)CC#C Boc-L-2-propargylglycine